(9S)-1-Azido-9-ethyl-5-fluoro-9-hydroxy-1-(2-hydroxyethyl)-4-methyl-1,2,3,9,12,15-hexahydro-10H,13H-benzo[de]pyrano[3',4':6,7]indolizino[1,2-b]quinoline-10,13-dione N(=[N+]=[N-])C1(CCC=2C=3C1=C1C(=NC3C=C(C2C)F)C2=CC3=C(C(N2C1)=O)COC([C@]3(O)CC)=O)CCO